C(C)(=O)C1=C(C=C(C=C1)Cl)C1=CC(N(C=C1OC)C(C(=O)O)CC1=CSC=C1)=O 2-(4-(2-acetyl-5-chlorophenyl)-5-methoxy-2-oxopyridin-1(2H)-yl)-3-(thiophen-3-yl)propionic acid